NC=1C=C(C=C(C#N)C1)Br 5-amino-3-bromo-benzonitrile